NC=1N=NC(=CC1N1N=CC(=C1)N1CCC(CC1)N1CC([C@@H](CC1)C1=CC=CC2=C1OCCN2[C@H]2C(NC(CC2)=O)=O)(F)F)C2=C(C=CC=C2)O (R)-3-(8-((S)-1'-(1-(3-amino-6-(2-hydroxyphenyl)pyridazin-4-yl)-1H-pyrazol-4-yl)-3,3-difluoro-[1,4'-bipiperidin]-4-yl)-2,3-dihydro-4H-benzo[b][1,4]oxazin-4-yl)piperidine-2,6-dione